5-bromo-1H-[1,2,3]triazolo[4,5-b]pyridine BrC1=CC=C2C(=N1)N=NN2